1-(1H-indazol-3-yl)-3-(6-(3-isopropyl-1-methyl-1H-pyrazol-4-yl)pyridin-2-yl)urea N1N=C(C2=CC=CC=C12)NC(=O)NC1=NC(=CC=C1)C=1C(=NN(C1)C)C(C)C